CN(C=1N=C(C(=NC1C)C(=O)N)NC1=CC(=CC=C1)CCNC([C@H](C)N(C(C=C)=O)C)=O)C (S)-5-(dimethylamino)-6-methyl-3-((3-(2-(2-(N-methylacrylamido)propanamido)ethyl)phenyl)amino)pyrazine-2-carboxamide